ClC1=CC(=NC(=N1)C)C(=O)N1C[C@H]([C@@H](CC1)N1CC2=CC=CC=C2CC1)O (6-chloro-2-methylpyrimidin-4-yl)((3R,4R)-4-(3,4-dihydroisoquinolin-2(1H)-yl)-3-hydroxypiperidine-1-yl)methanone